N-(5-{2-[({4-[2-(2-aminopyridin-3-yl)imidazo[4,5-b]pyridin-3-yl]phenyl}methyl)amino]ethyl}-2-formylphenyl)acetamide NC1=NC=CC=C1C1=NC=2C(=NC=CC2)N1C1=CC=C(C=C1)CNCCC=1C=CC(=C(C1)NC(C)=O)C=O